CN(CCS)C(CCCCCCCC1C(C1)CCCCCCCC)CCCCCCCCC 2-(methyl(1-(2-octylcyclopropyl)heptadecan-8-yl)amino)ethane-1-thiol